(6-(4-(2-aminoethyl)phenyl)-4,7-dichloro-2H-indazol-2-yl)-2-((R)-6-fluoro-6,7-dihydro-5H-pyrrolo[1,2-c]imidazol-1-yl)-N-(thiazol-2-yl)acetamide NCCC1=CC=C(C=C1)C=1C=C(C2=CN(N=C2C1Cl)C(C(=O)NC=1SC=CN1)C1=C2N(C=N1)C[C@@H](C2)F)Cl